maleic acid erbium praseodymium [Pr].[Er].C(\C=C/C(=O)O)(=O)O